(S)-8,13-dimethyl-7,14-dioxa-4,10,19,20-tetraazatetracyclo[13.5.2.12,6.018,21]tricosa-1(20),2,4,6(23),15(22),16,18(21)-heptaene C[C@@H]1OC=2C=NC=C(C3=NNC=4C=CC(OC(CCNC1)C)=CC34)C2